(6-bromo-3,4-dihydro-2H-pyrano[2,3-b]pyridin-2-yl)methanol BrC=1C=C2C(=NC1)OC(CC2)CO